Benzyl (S)-(4-(3-(4-chlorophenyl)-1,2,4-oxadiazol-5-yl)-4-(2,6-dimethoxybenzamido)butyl)carbamate ClC1=CC=C(C=C1)C1=NOC(=N1)[C@H](CCCNC(OCC1=CC=CC=C1)=O)NC(C1=C(C=CC=C1OC)OC)=O